[1,1'-Biphenyl]-4-yl-triethoxysilane C1(=CC=C(C=C1)[Si](OCC)(OCC)OCC)C1=CC=CC=C1